N=1C=NN2C1C=C(C=C2)OC2=C(C(=C(C=C2)NC2=NC=NC1=CC(=C(C=C21)OC2CC1CCC(C2)N1C(C=C)=O)OC)F)C 1-(3-((4-((4-([1,2,4]Triazolo[1,5-a]pyridin-7-yloxy)-2-fluoro-3-methylphenyl)amino)-7-methoxyquinazolin-6-yl)oxy)-8-azabicyclo[3.2.1]octan-8-yl)prop-2-en-1-one